4-((8-methyl-2,3-dihydro-1H-pyrido[2,3-b][1,4]oxazin-7-yl)amino)-N-(4-(4-(1-methylpyrrolidine-3-carbonyl)piperazin-1-yl)phenyl)-2-oxo-1,2-dihydropyridine-3-carboxamide CC1=C(C=NC=2OCCNC21)NC2=C(C(NC=C2)=O)C(=O)NC2=CC=C(C=C2)N2CCN(CC2)C(=O)C2CN(CC2)C